ClC=1C=CC2=C(N=C(O2)C2CC3(CC(C3)NC(=O)C3=CC=C(O3)S(=O)(=O)NC(CCC(=O)OC)=O)C2)C1 methyl 4-[[5-[[6-(5-chloro-1,3-benzoxazol-2-yl)spiro[3.3]heptan-2-yl]carbamoyl]-2-furyl]sulfonylamino]-4-oxo-butanoate